[3,4'-bipyridin]-2'-amine N1=CC(=CC=C1)C1=CC(=NC=C1)N